S1NC(C2=C1C=CC=C2)=O 1,2-benzisothiazolin-3(2H)-one